6-methoxy-1,2,3,4-tetrahydro-1,5-naphthyridine COC=1N=C2CCCNC2=CC1